C(C(C)C)C(C(=O)OCC)C(=O)OCC DIETHYL 2-ISOBUTYLMALONATE